2,4-dioxapentane COCOC